C(C)(C)(C)[Si](C)(C)OCC1CC2=CC(=CC(=C2C1)F)OCCN1N=CC=N1 tert-butyl-[[4-fluoro-6-[2-(triazol-2-yl)ethoxy]indan-2-yl]methoxy]-dimethyl-silane